FC1=CC=C(C=C1)S(=O)(=O)NC1=NC=C(C=C1CNC)C1=C(C=CC=C1)F 4-Fluoro-N-(5-(2-fluorophenyl)-3-((methylamino)methyl)pyridin-2-yl)benzenesulfonamide